3-amino-N-(2,6-difluorobenzyl)-6-(2,6-dimethyl-(N-morpholinyl))-5-(4-fluorophenyl)pyrazine-2-carboxamide NC=1C(=NC(=C(N1)C1=CC=C(C=C1)F)N1CC(OC(C1)C)C)C(=O)NCC1=C(C=CC=C1F)F